Tert-butyl N-[3-[3-[3-(2,6-dioxo-3-piperidyl)-2-oxo-1,3-benzoxazol-7-yl]propoxy]-1,1-dimethyl-propyl]carbamate O=C1NC(CCC1N1C(OC2=C1C=CC=C2CCCOCCC(C)(C)NC(OC(C)(C)C)=O)=O)=O